O=C1NC(CCC1N1C(C2=CC=C(C=C2C1)CN1CCN(CC1)C1C(CNCC1)(F)F)=O)=O 4-(4-((2-(2,6-Dioxopiperidin-3-yl)-1-oxoisoindoline-5-yl)methyl)piperazin-1-yl)-3,3-difluoropiperidine